COC1=NC=C(C=N1)CNC(=O)[C@@H]1CC[C@H](CO1)NC(OC(C)(C)C)=O tert-butyl ((3R,6S)-6-(((2-methoxypyrimidin-5-yl)methyl)carbamoyl)tetrahydro-2H-pyran-3-yl)carbamate